2H-Oxacyclotetradecino[2,3-d]isoindole-2,18(5H)-dione O1C(C=CCC=CC=CC=CC=C2C13C(N=CC3=CC=C2)=O)=O